C(C)(=O)N1CCC(CC1)N1C2=NC(=NC=C2N(C1=O)C)NC=1C=C2C=CN=NC2=CC1C 9-(1-Acetylpiperidin-4-yl)-7-methyl-2-((7-methylcinnolin-6-yl)amino)-7,9-dihydro-8H-purin-8-on